Strontium nitrid [Sr+2].[Sr+2].[Sr+2].[N-3].[N-3]